Methyl (1R,2R,3aS,10aR)-1-formyl-5-methyl-2-(tetrahydro-2H-pyran-2-yloxy)-2,3,3a,9,10,10a-hexahydro-1H-benzo[b]cyclopenta[f]oxepin-6-carboxylate C(=O)[C@H]1[C@@H](C[C@H]2[C@@H]1CCC1=C(O2)C(=C(C=C1)C(=O)OC)C)OC1OCCCC1